Tris-Phosphate C(C(CO)(CO)N)O.OP(=O)(O)O